4,5-Dichlorothieno[2,3-d]Pyrimidine ClC=1C2=C(N=CN1)SC=C2Cl